Cl.CN(C)CC1CN(CCC1(C1=CC(=CC=C1)OC)O)C(CC=1C=C(C#N)C=CC1)=O 3-(2-(3-((dimethylamino)methyl)-4-hydroxy-4-(3-methoxyphenyl)piperidin-1-yl)-2-oxoethyl)benzonitrile hydrochloride